2-amino-5-(2-(2-((R)-2-((tert-butoxycarbonyl)amino)propoxy)-5-fluoropyridin-3-yl)-3-Azabicyclo[3.1.0]hex-3-yl)pyrazolo[1,5-a]pyrimidine-3-carboxylic acid ethyl ester C(C)OC(=O)C=1C(=NN2C1N=C(C=C2)N2C(C1CC1C2)C=2C(=NC=C(C2)F)OC[C@@H](C)NC(=O)OC(C)(C)C)N